3,6-Dimethyl-2-(4-{5-[(7S)-7-(pyrrolidin-1-yl)-6,7,8,9-tetrahydro-5H-benzo[7]annulen-2-yl]-1H-pyrazolo[3,4-b]pyridin-3-yl}phenyl)pyridine CC=1C(=NC(=CC1)C)C1=CC=C(C=C1)C1=NNC2=NC=C(C=C21)C=2C=CC1=C(CC[C@H](CC1)N1CCCC1)C2